N-[1-[5-bromo-2-(5-cyano-2-pyridinyl)-1,2,4-triazol-3-yl]ethyl]-3,5-bis(trifluoromethyl)benzamide BrC=1N=C(N(N1)C1=NC=C(C=C1)C#N)C(C)NC(C1=CC(=CC(=C1)C(F)(F)F)C(F)(F)F)=O